Barium carbonat C([O-])([O-])=O.[Ba+2]